1,2,3,4,5,6-hexakis[2-(methyldichlorosilyl)ethyl]benzol C[Si](CCC1=C(C(=C(C(=C1CC[Si](Cl)(Cl)C)CC[Si](Cl)(Cl)C)CC[Si](Cl)(Cl)C)CC[Si](Cl)(Cl)C)CC[Si](Cl)(Cl)C)(Cl)Cl